N1(CCNCC1)CC(=O)OCC1=CC=CC=C1 benzyl 2-piperazin-1-ylacetate